2,3-dibromo-6-hydrazino-4-(trifluoromethyl)benzoic acid BrC1=C(C(=O)O)C(=CC(=C1Br)C(F)(F)F)NN